3-methylpentenyl-CoA CC(C=CSCCNC(CCNC([C@@H](C(COP(OP(OC[C@@H]1[C@H]([C@H]([C@@H](O1)N1C=NC=2C(N)=NC=NC12)O)OP(=O)(O)O)(=O)O)(=O)O)(C)C)O)=O)=O)CC